3-N-(3-(2'-fluoro-[1,1'-biphenyl]-4-yl)propyl)imidazo[1,2-a]pyridine-3-carboxamide FC1=C(C=CC=C1)C1=CC=C(C=C1)CCCNC(=O)C1=CN=C2N1C=CC=C2